BrC=1N=CSC1C(CCO)OC1OCCCC1 3-(4-bromo-1,3-thiazol-5-yl)-3-(oxan-2-yloxy)propan-1-ol